1-((1R,2S,5R)-2-isopropyl-5-methylcyclohexyl)-4-(4-methoxyphenyl)-1H-1,2,3-triazole C(C)(C)[C@H]1[C@@H](C[C@@H](CC1)C)N1N=NC(=C1)C1=CC=C(C=C1)OC